ethyl 6-methoxy-4-{[4-(methoxycarbonyl)phenyl]amino}-3-quinolinecarboxylate COC=1C=C2C(=C(C=NC2=CC1)C(=O)OCC)NC1=CC=C(C=C1)C(=O)OC